methoxy-3',4'-dihydro-1'H-spiro[cyclobutane-1,2'-naphthalene]-1'-one COC1C2(C(C3=CC=CC=C3C1)=O)CCC2